C(=O)C1=C(C(=O)O)C=CC(=C1OC)O 2-FORMYL-4-HYDROXY-3-METHOXYBENZOIC ACID